C(OC(C)(C)C)(O[C@@H]1CC[C@H](CC1)N)[O-] tert-butyl (trans-4-aminocyclohexyl) orthoformate